2-(dimethylamino)-3-(3-(5-methyl-1,2,4-oxadiazol-3-yl)benzoylamino)-4-methylthiazole-5-carboxylic acid propyl ester formate salt C(=O)O.C(CC)OC(=O)C1=C(N(C(S1)N(C)C)NC(C1=CC(=CC=C1)C1=NOC(=N1)C)=O)C